(3-acetyl-5-(2-methylpyrimidin-5-yl)-1H-pyrazolo[3,4-c]pyridin-1-yl)acetic acid C(C)(=O)C1=NN(C2=CN=C(C=C21)C=2C=NC(=NC2)C)CC(=O)O